5-chloro-2-({[2-(trifluoromethoxy)ethyl]amino}methyl)-7,8-dihydro-6H-spiro[[1,3]oxazolo[5,4-f]quinazoline-9,1'-cyclohexan]-7-one ClC=1C=C2C(=C3C1NC(NC31CCCCC1)=O)OC(=N2)CNCCOC(F)(F)F